tris(N-ethyl-N-methylpiperidinium) phosphate bis(trifluoromethylsulfonyl)imide [N-](S(=O)(=O)C(F)(F)F)S(=O)(=O)C(F)(F)F.P(=O)([O-])([O-])O.C(C)[N+]1(CCCCC1)C.C(C)[N+]1(CCCCC1)C.C(C)[N+]1(CCCCC1)C